R-Boc-piperidinol C(=O)(OC(C)(C)C)[C@@H]1N(CCCC1)O